FC1C(S(=O)(=O)CC1)Br 3-fluorobromosulfolane